C(#N)C=1N=CC(=NC1)N1N=CC=2C[C@@H]3[C@H](C12)C3 (1aR,5aR)-2-(5-Cyanopyrazin-2-yl)-1a,2,5,5a-tetrahydro-1H-2,3-diazacyclopropa[a]pentalen